COC1O[C@H]2[C@]3(OC(O[C@H]31)(C)C)CCC2=C (3aR,5aR,8aR)-4-methoxy-2,2-dimethyl-6-methylenehexahydrocyclopenta[2,3]furo[3,4-d][1,3]dioxol